5-chloro-2-fluoro-4-((2-(tetrahydrofuran-2-yl)ethyl)amino)-N-(thiazol-2-yl)benzenesulfonamide ClC=1C(=CC(=C(C1)S(=O)(=O)NC=1SC=CN1)F)NCCC1OCCC1